C(C)(C)(C)OC(=O)N(C)CC=1C=C(OCCN2C=CC3=CC=C(C=C23)C(=O)O)C=CC1 1-(2-(3-(((tert-Butoxycarbonyl)(methyl)amino)methyl)phenoxy)ethyl)-1H-indole-6-carboxylic acid